[Na].C(C)(C)(CC)O tert-amylalcohol sodium salt